ClC1=C(C(=NN1CC1=C(C(=CC=C1F)F)F)C(=O)OCC)C=O Ethyl 5-chloro-4-formyl-1-(2,3,6-trifluorobenzyl)-1H-pyrazole-3-carboxylate